C(CC)(=O)N1C=CC2=CC(=CC=C12)N1CCN(CC1)CCOC1=CC=C2CCC(NC2=C1)=O 7-(2-(4-(1-propionylindol-5-yl)piperazin-1-yl)ethoxy)-3,4-dihydroquinolin-2(1H)-one